C1(CC1)C1=C(C=NO1)C=O 5-cyclopropylisoxazole-4-carbaldehyde